OC1=CC=C(C=C1)N=NC1=CC=C(C=C1)S(=O)(=O)O 4-[(4-hydroxyphenyl)diazenyl]-benzenesulfonic acid